2-[bis(4-chloro-3-fluorophenyl)methyl]-4-methanesulfinyl-5-methyl-1H-imidazole ClC1=C(C=C(C=C1)C(C=1NC(=C(N1)S(=O)C)C)C1=CC(=C(C=C1)Cl)F)F